(1R,4R)-N-((2-(2,6-dioxopiperidin-3-yl)-1,3-dioxoisoindolin-4-yl)methyl)bicyclo[2.2.1]hept-5-ene-2-carboxamide O=C1NC(CCC1N1C(C2=CC=CC(=C2C1=O)CNC(=O)C1[C@H]2C=C[C@@H](C1)C2)=O)=O